3-cyclopropyl-4-(3-methyl-4-methylsulfonyl-phenyl)-1H-pyrazolo[4,3-c]pyridin-7-ol C1(CC1)C1=NNC2=C1C(=NC=C2O)C2=CC(=C(C=C2)S(=O)(=O)C)C